methyl 2-({5-[({[4-(3,4-difluorophenoxy)phenyl]carbamoyl}oxy)methyl]-2-(2,6-dioxopiperidin-3-yl)-3-oxo-2,3-dihydro-1H-isoindol-4-yl}oxy)acetate FC=1C=C(OC2=CC=C(C=C2)NC(=O)OCC=2C(=C3C(N(CC3=CC2)C2C(NC(CC2)=O)=O)=O)OCC(=O)OC)C=CC1F